3-(1-oxo-4-((8-(piperidin-1-yl)octyl)thio)isoindolin-2-yl)piperidine-2,6-dione O=C1N(CC2=C(C=CC=C12)SCCCCCCCCN1CCCCC1)C1C(NC(CC1)=O)=O